CC1=CC=C(OCC(=O)N(CC=2SC=CC2)C2=NNC=C2)C=C1 2-(4-methylphenoxy)-N-(1H-pyrazol-3-yl)-N-(thiophen-2-ylmethyl)acetamide